N1C=C(C2=CC=CC=C12)C1=NNC(=C1)C(=O)NN 3-(1H-indol-3-yl)-1H-pyrazole-5-carbohydrazide